[1,8]Naphthyridine-3(2H)-carboxylate N1CC(=CC2=CC=CN=C12)C(=O)[O-]